7-methyl-N-(3-(1-(4-methyl-4H-1,2,4-triazol-3-yl)cyclopropyl)phenyl)-4-(((S)-3-methylpiperidin-1-yl)methyl)-6,7-dihydro-5H-cyclopenta[b]pyridine-2-carboxamide CC1CCC=2C1=NC(=CC2CN2C[C@H](CCC2)C)C(=O)NC2=CC(=CC=C2)C2(CC2)C2=NN=CN2C